(E)-1-(3-bromo-4-ethyl-phenyl)-2-methyl-3-(3-pyridyl)prop-2-en-1-one BrC=1C=C(C=CC1CC)C(\C(=C\C=1C=NC=CC1)\C)=O